6-[2-(2,2-difluoroethoxy)phenyl]-2-(difluoromethyl)-5-oxo-N-[6-(1,1,3,3-tetrafluoro-2-hydroxypropan-2-yl)pyridin-3-yl]-2,5-dihydropyridazine-4-carboxamide FC(COC1=C(C=CC=C1)C=1C(C(=CN(N1)C(F)F)C(=O)NC=1C=NC(=CC1)C(C(F)F)(C(F)F)O)=O)F